CC1=CC=C(C=N1)[C@@H]1N(OCC1)C(=O)[O-] (3R)-3-(6-methyl-3-pyridyl)isoxazolidine-2-carboxylate